(2R,3'S)-3-(2-cyclopentyl-2-phenyl-2-hydroxyacetoxy)-1-(methoxycarbonylmethyl)-1-methylpyrrolidinium bromide [Br-].C1(CCCC1)[C@@](C(=O)OC1C[N+](CC1)(C)CC(=O)OC)(O)C1=CC=CC=C1